PS(=O)N phosphinothionylamine